1-((R)-2,2-Dimethyl-1,3-Dioxolan-4-Yl)Ethane-1,2-Diol CC1(OC[C@@H](O1)C(CO)O)C